ethyl ((S)-2-(3-(((1r,4S)-4-(2-cyclobutyl-5-methoxyphenyl)cyclohexyl)methoxy)phenyl)-2-cyclopropylethyl)(methyl)phosphinate C1(CCC1)C1=C(C=C(C=C1)OC)C1CCC(CC1)COC=1C=C(C=CC1)[C@@H](CP(OCC)(=O)C)C1CC1